3-CYano-N-(6-(3-hydroxypentan-3-yl)-2-((1r,4r)-4-(piperazin-1-yl)cyclohexyl)-2H-indazol-5-yl)pyrrolol C(#N)C1=C(N(C=C1)C1=CC2=CN(N=C2C=C1C(CC)(CC)O)C1CCC(CC1)N1CCNCC1)O